3-methyl-6-phenyl-tetrazine CN1NN=C(C=N1)C1=CC=CC=C1